2,2-dimethylindolin-3-one CC1(NC2=CC=CC=C2C1=O)C